COC=1C=C(CN2N=CC3=CC=C(C=C23)C(=O)O)C=C(C1OC)OC.C(C)C1CCC(CC1)=O ethyl-4-oxocyclohexane 1-(3,4,5-trimethoxybenzyl)-1H-indazole-6-carboxylate